C(C)C1=C(N=NN1C1=CC=CC=C1)C(=O)O 5-ethyl-1-phenyl-1H-[1,2,3]triazol-4-carboxylic acid